(S)-3-methyl-4-(cyclopropylmethyl)piperazine-1-carboxylic acid tert-butyl ester C(C)(C)(C)OC(=O)N1C[C@@H](N(CC1)CC1CC1)C